N-(2-(4,4-difluoropiperidin-1-yl)-6-methoxy-7-(3-(pyrrolidin-1-yl)propoxy)quinazolin-4-yl)methanesulfonamide FC1(CCN(CC1)C1=NC2=CC(=C(C=C2C(=N1)NS(=O)(=O)C)OC)OCCCN1CCCC1)F